C1(CC1)C1=NC=NC(=C1C1=NC=C(C(=N1)OCC1=CC=C(C=C1)C=1N(C=C(N1)C(F)(F)F)C)C(F)(F)F)OC 2-(4-cyclopropyl-6-methoxy-pyrimidin-5-yl)-4-[[4-[1-methyl-4-(trifluoromethyl)imidazol-2-yl]phenyl]methoxy]-5-(trifluoromethyl)pyrimidine